C(CCCCC(=O)OCC(CCCC)CC)(=O)OCC(CCCC)CC bis(2-ethyl-1-hexyl) adipate